BrC=1C=CC(=NC1)/C(=N/NC(C(F)(F)F)C)/Br (Z)-5-Bromo-N-(1,1,1-trifluoropropan-2-yl)pyridine-2-carbohydrazonoyl bromide